(1aR,5aR)-2-(Tetrahydro-pyran-4-ylmethyl)-1a,2,5,5a-tetrahydro-1H-2,3-diaza-cyclopropa[a]pentalene-4-carboxylic acid (1-pyridin-2-yl-cyclobutyl)-amide N1=C(C=CC=C1)C1(CCC1)NC(=O)C=1C=2C[C@@H]3[C@H](C2N(N1)CC1CCOCC1)C3